(Sp)-mesyl phosphoramidate P(OS(=O)(=O)C)([O-])(=O)N